FC(C=1C=CC=2N(C1)C(=CN2)C=2NC(C=CN2)=O)(F)F 2-[6-(trifluoromethyl)imidazo[1,2-a]pyridin-3-yl]-1H-pyrimidin-6-one